N-[4-(1-Bicyclo[1.1.1]pentanylmethoxy)-2,3-difluoro-phenyl]-6-[(1S,4S)-2,5-diazabicyclo[2.2.1]heptan-2-yl]pyrido[3,2-d]pyrimidin-4-amine C12(CC(C1)C2)COC2=C(C(=C(C=C2)NC=2C1=C(N=CN2)C=CC(=N1)N1[C@@H]2CN[C@H](C1)C2)F)F